C(C)C1=C(C(=O)O)C=CC(=C1)O.OC1=CC=C(C(=O)O)C=C1 para-hydroxybenzoate (ethyl p-hydroxybenzoate)